tert-Butyl ((3S,4S)-8-(5-((2-chloro-3-(3-((2-fluorophenyl)sulfonyl)ureido)phenyl)thio)pyrazin-2-yl)-3-methyl-2-oxa-8-azaspiro[4.5]decan-4-yl)carbamate ClC1=C(C=CC=C1NC(=O)NS(=O)(=O)C1=C(C=CC=C1)F)SC=1N=CC(=NC1)N1CCC2([C@@H]([C@@H](OC2)C)NC(OC(C)(C)C)=O)CC1